COC=1C=C(C=C(C1)C1=CC=NC=C1)NC1=CC=NC2=CC=C(C=C12)OC(F)(F)F N-(3-Methoxy-5-(pyridin-4-yl)phenyl)-6-(trifluoromethoxy)quinolin-4-amine